4,5-dihydro-2H,3'H-spiro[furan-3,1'-furo[3,4-c]pyridine]-6'-carboxamide C12(OCC=3C=NC(=CC31)C(=O)N)COCC2